3-[(2-chloro-6-fluorobenzyl)amino]-5-propyl[1,2,4]triazolo[4,3-a]pyrimidin-7(8H)-one ClC1=C(CNC2=NN=C3N2C(=CC(N3)=O)CCC)C(=CC=C1)F